2-METHOXYPHENYLBORONIC ACID COC1=C(C=CC=C1)B(O)O